N1=C(C=CC=C1)C#CC1=CC=C(C=O)C=C1 4-(pyridin-2-ylethynyl)benzaldehyde